2-nonadecyl-1-octadecylimidazolium tetrakis(pentafluorophenyl)borate FC1=C(C(=C(C(=C1[B-](C1=C(C(=C(C(=C1F)F)F)F)F)(C1=C(C(=C(C(=C1F)F)F)F)F)C1=C(C(=C(C(=C1F)F)F)F)F)F)F)F)F.C(CCCCCCCCCCCCCCCCCC)C=1N(C=C[NH+]1)CCCCCCCCCCCCCCCCCC